N1(CCC1)CC(C(=O)OC)C methyl 3-(azetidin-1-yl)-2-methylpropionate